tert-butyl (4-(4-chloro-7H-pyrrolo[2,3-d]pyrimidin-7-yl)bicyclo[2.2.1]heptan-1-yl)carbamate ClC=1C2=C(N=CN1)N(C=C2)C21CCC(CC2)(C1)NC(OC(C)(C)C)=O